FC1=C(OC2=CC=NC3=CC=C(C=C23)OC)C=CC(=C1)NC(=O)C1(CC1)C(NC1=CC=C(C=C1)F)=O 4-(2-fluoro-4-(1-((4-fluorophenyl)carbamoyl)cyclopropane-1-carboxamido)phenoxy)-6-methoxyquinoline